C(C)(=O)N1CCC2(CN(C2)C2=NN=C(S2)C=2C(=CC(=NC2)C2=CC=C3N2N=CC(=C3)C#N)NC3CCOCC3)CC1 7-(5-(5-(7-acetyl-2,7-diazaspiro[3.5]nonan-2-yl)-1,3,4-thiadiazol-2-yl)-4-((tetrahydro-2H-pyran-4-yl)amino)pyridin-2-yl)pyrrolo[1,2-b]pyridazine-3-carbonitrile